5-(3,5-difluoro-4-hydroxyphenyl)-2,5,6,7-tetrahydro-3H-pyrrolo[2,1-c][1,2,4]triazol-3-one FC=1C=C(C=C(C1O)F)C1CCC2=NNC(N21)=O